7-Methyl-3-(1,2,5,6-tetrahydropyridin-3-yl)-1,2-benzothiazole CC1=CC=CC=2C(=NSC21)C=2CNCCC2